aminoethylboronic acid NCCB(O)O